O\N=C(/N)\C1=CC=C(CNC([C@H](C)NC(=O)[C@@H]2N(CC[C@@H](C2)C2=CC=CC=C2)C(=O)OC(C)(C)C)=O)C=C1 tert-butyl (2R,4S)-2-(((S)-1-((4-((Z)-N'-hydroxycarbamimidoyl) benzyl) amino)-1-oxopropan-2-yl) carbamoyl)-4-phenylpiperidine-1-carboxylate